Tris(2-ethylhexyl)benzol C(C)C(CC=1C(=C(C=CC1)CC(CCCC)CC)CC(CCCC)CC)CCCC